NC1=NC=C(C2=C1C(=NN2[C@@H]2CN(CC2)C(C=C)=O)C#CC2=C(C(=CC(=C2F)OC)OC)F)C=2OC=CN2 (S)-1-(3-(4-amino-3-((2,6-difluoro-3,5-dimethoxyphenyl)ethynyl)-7-(oxazol-2-yl)-1H-pyrazolo[4,3-c]pyridin-1-yl)pyrrolidin-1-yl)prop-2-en-1-one